C1(=CC=CC=C1)N(C(O)=O)C=1C=NC(=C(C1)Cl)C.CC1=NC(NC2=CC=CC=C12)=O methyl-ketoquinazoline phenyl-(5-chloro-6-methylpyridin-3-yl)carbamate